ClC1(C(C(=CC=C1)Cl)C)C(=O)O 2,6-dichlorotoluic acid